1,1,1,3,3,3-hexachloropropan-2-one ClC(C(C(Cl)(Cl)Cl)=O)(Cl)Cl